(2-amino-3-bromo-5-iodo-phenyl)methanol NC1=C(C=C(C=C1Br)I)CO